N1C=C(C2=CC=CC=C12)CCC(=O)O[C@@H]1COC([C@@H]([C@@H]1OC(CCC1=CNC2=CC=CC=C12)=O)OC(CCC1=CNC2=CC=CC=C12)=O)O [(3R,4R,5R)-6-hydroxy-4,5-bis[3-(1H-indol-3-yl)propanoyloxy]tetrahydropyran-3-yl] 3-(1H-indol-3-yl)propanoate